6-chloro-2-(difluoromethyl)-4-[5-methyl-4-nitro-2-(2-trimethylsilylethoxymethyl)pyrazol-3-yl]pyridin ClC1=CC(=CC(=N1)C(F)F)C=1N(N=C(C1[N+](=O)[O-])C)COCC[Si](C)(C)C